2-(3-bromo-5-fluoro-phenyl)acetamide BrC=1C=C(C=C(C1)F)CC(=O)N